COC1=C(CN(C2=NC(=NN3C2=NC=C3CC=3C=C(OCCN(C(OC(C)(C)C)=O)C)C=CC3OC)O[C@@H](CCO)CCC)CC3=C(C=C(C=C3)OC)OC)C=CC(=C1)OC |o1:37| tert-butyl (R or S)-(2-(3-((4-(bis(2,4-dimethoxybenzyl)amino)-2-((1-hydroxyhexan-3-yl)oxy)imidazo[2,1-f][1,2,4]triazin-7-yl)methyl)-4-methoxyphenoxy) ethyl)(methyl)carbamate